6-bromo-4-(2-(trifluoromethyl)pyrimidin-5-yl)quinoline-3-carbaldehyde BrC=1C=C2C(=C(C=NC2=CC1)C=O)C=1C=NC(=NC1)C(F)(F)F